lithium cadmium oxide [O-2].[Cd+2].[Li+]